6-(4-(3-(2-hydroxyphenyl)-9H-pyridazino[3,4-b]indol-6-yl)-[1,4'-bipiperidin]-1'-yl)spiro[3.3]heptane-2-carboxylic acid OC1=C(C=CC=C1)C1=CC2=C(NC3=CC=C(C=C23)C2CCN(CC2)C2CCN(CC2)C2CC3(CC(C3)C(=O)O)C2)N=N1